2-fluoro-β-alanine FC(CN)C(=O)O